Di(undec-10-en-1-yl)(4-((2-hydroxyethyl)amino)butyl)phosphoramide C(CCCCCCCCC=C)NP(=O)(NCCCCNCCO)NCCCCCCCCCC=C